COC=1C=C(CN(C2=CC=C(C=C2)OCCN2CCOCC2)CC=2C=C(N(C)C)C=CC2)C=CC1 3-(((3-methoxybenzyl)(4-(2-morpholinoethoxy)phenyl)amino)methyl)-N,N-dimethylaniline